C(#N)C1=CC(=NC=C1C(F)(F)F)C(=O)OC methyl 4-cyano-5-(trifluoromethyl)picolinate